N-(5-(2-(5-oxa-2-azaspiro[3.5]nonan-2-yl)acetamido)-2-methylpyridin-3-yl)-2-bromopyrazolo[5,1-b]thiazole-7-carboxamide C1N(CC12OCCCC2)CC(=O)NC=2C=C(C(=NC2)C)NC(=O)C=2C=NN1C2SC(=C1)Br